C(=O)O.NC1=CN=NC2=CC(=CC=C12)C=1C(=CC(=C(C1)B(O)O)OC)C=1SC(=CN1)OC [5-(4-aminocinnolin-7-yl)-2-methoxy-4-(5-methoxy-1,3-thiazol-2-yl)phenyl]boronic acid formic acid salt